COC1=NC(=C(C(=N1)C)CC=O)C 2-(2-methoxy-4,6-dimethylpyrimidin-5-yl)acetaldehyde